C(C)(C)(C)OC(=O)NC[C@@H](C(=O)OC)NC(=O)OCC1C2=CC=CC=C2C=2C=CC=CC12 Methyl (2S)-3-(tert-butoxycarbonylamino)-2-(9H-fluoren-9-ylmethoxycarbonylamino)propanoate